[Cl-].[Cl-].[Cl-].C(CCC)O[Zr+3] n-butoxyzirconium trichloride